Ethyl-oleic acid C(C)C(C(=O)O)CCCCCC\C=C/CCCCCCCC